C1(CC1)N1CCN(C2=CC=CC=C12)C(=O)C1=C(C=NC=C1)OC=1OC2=C(C1C(=O)O)C=CC=C2 ((4-(4-cyclopropyl-1,2,3,4-tetrahydroquinoxaline-1-carbonyl)pyridin-3-yl)oxy)benzofuran-3-carboxylic acid